(2R)-1-[4-[(R)-amino(5-chloro-2-hydroxy-4-methylphenyl)methyl]piperidin-1-yl]-2,3-dihydroxypropan-1-one benzoate C(C1=CC=CC=C1)(=O)O.N[C@H](C1CCN(CC1)C([C@@H](CO)O)=O)C1=C(C=C(C(=C1)Cl)C)O